ClC=1C=C(C=C(C1OC1=CN(C(C=C1)=O)C(C)C)Cl)N1N=C(C(NC1=O)=O)C(=O)O 2-(3,5-dichloro-4-((1-isopropyl-6-oxo-1,6-dihydropyridin-3-yl)oxy)phenyl)-3,5-dioxo-2,3,4,5-tetrahydro-1,2,4-triazine-6-carboxylic Acid